C1=CC2=C3C=CC=CC3=C2C=C1 1,1'-biphenylene